(4-(1-isopropyl-4-(trifluoromethyl)-1H-imidazol-2-yl)-3-methoxyphenyl)methanol C(C)(C)N1C(=NC(=C1)C(F)(F)F)C1=C(C=C(C=C1)CO)OC